O1C=C(C=C1)C(=O)N1N=C(C(=C1OCC1=CC=C(C=C1)CN)C)C1C(N(C1)C(=O)N1CCCC1)C [4-({[1-(furan-3-carbonyl)-4-methyl-3-[2-methyl-1-(pyrrolidine-1-carbonyl)azetidin-3-yl]-1H-pyrazol-5-yl]oxy}methyl)phenyl]methanamine